FC(C1=NC(=NC=C1)N1CCNCC1)(F)F 1-(4-trifluoromethylpyrimidin-2-yl)piperazine